C1(CCCC1)CC(=O)NC1=C(C=C(C=C1C(F)(F)F)N1CCOCC1)C1=CC(=CC=C1)C 2-Cyclopentyl-N-(3'-methyl-5-morpholin-4-yl-3-trifluoromethyl-biphenyl-2-yl)-acetamide